C(C=C)(=O)OC=1C(=C(C(=O)C2=CC=CC=C2)C=CC1)OCC(C)C acryloyloxyi-butoxybenzophenone